Cl.Cl.C(CCCCCCCCC)=O Decan-1-one 2HCl